S1C(=NC2=C1C=CC=C2)C2=CC=C(C=C2)C(C=CC2=CC=CC=C2)=O 1-(4-(2-benzothiazolyl)-phenyl)-3-phenyl-2-propen-1-one